1-(4-((1R,2S)-6-hydroxy-2-(1-methyl-1H-pyrazol-5-yl)-1,2,3,4-tetrahydronaphthalen-1-yl)phenyl)piperidine-4-carbaldehyde OC=1C=C2CC[C@@H]([C@@H](C2=CC1)C1=CC=C(C=C1)N1CCC(CC1)C=O)C1=CC=NN1C